4-(2-ethylhexyl-oxy)benzaldehyde C(C)C(COC1=CC=C(C=O)C=C1)CCCC